ClC1=CC=C(CN2N=C3CN(CCC3C2=O)CC2=CC(=CC(=C2)F)F)C=C1 2-(4-Chlorobenzyl)-6-(3,5-difluorobenzyl)-2,3a,4,5,6,7-hexahydro-3H-pyrazolo[3,4-c]pyridin-3-one